2,6-dimethyl-4-(3-nitrophenyl)-1,4-dihydropyridine-3,5-dicarboxylic acid-3-isopropyl ester C(C)(C)OC(=O)C1=C(NC(=C(C1C1=CC(=CC=C1)[N+](=O)[O-])C(=O)O)C)C